(6-chloro-3-hydroxynaphthalen-2-yl)boric acid ClC=1C=C2C=C(C(=CC2=CC1)OB(O)O)O